5-(6-methyl-5-(piperidin-4-ylmethylamino)pyridazin-3-ylamino)pyrazine-2-carbonitrile CC1=C(C=C(N=N1)NC=1N=CC(=NC1)C#N)NCC1CCNCC1